cerium-calcium [Ca].[Ce]